4-chloro-(trifluoromethyl)benzoic acid ClC1=CC(=C(C(=O)O)C=C1)C(F)(F)F